3-(3,4-dichlorophenyl)aniline tert-butyl-(((1r,4r)-4-((3-(2,6-dioxopiperidin-3-yl)-1-methyl-1H-indazol-6-yl)amino)cyclohexyl)methyl)carbamate C(C)(C)(C)N(C(O)=O)CC1CCC(CC1)NC1=CC=C2C(=NN(C2=C1)C)C1C(NC(CC1)=O)=O.ClC=1C=C(C=CC1Cl)C=1C=C(N)C=CC1